C1(CC1)NS(=O)(=O)C1=CC=C(C=C1)NC1=NC=C(C(=N1)N1CC(OC[C@@H]1C)(C)C)F N-cyclopropyl-4-({5-fluoro-4-[(5S)-2,2,5-trimethylmorpholin-4-yl]pyrimidin-2-yl}amino)benzenesulfonamide